4-(2-{[4-chloro-3-(6-chloro-4-methyl-pyridin-3-yl)-benzoyl]-methyl-amino}-phenyl)-butyric acid ClC1=C(C=C(C(=O)N(C2=C(C=CC=C2)CCCC(=O)O)C)C=C1)C=1C=NC(=CC1C)Cl